C(C)(C)(C)C=1C=C(C=C(C1O)C(C)(C)C)CCC(=O)OCC(COC(CCC1=CC(=C(C(=C1)C(C)(C)C)O)C(C)(C)C)=O)(COC(CCC1=CC(=C(C(=C1)C(C)(C)C)O)C(C)(C)C)=O)COC(CCC1=CC(=C(C(=C1)C(C)(C)C)O)C(C)(C)C)=O pentaerythritol tetrakis(3-(3,5-di-tert-butyl-4-hydroxy phenyl)propionate)